COC1=C(C=CC=C1)N1CCN(CC1)CCCCN1C=C(C2=CC=CC=C12)C(C(=O)O)CC (1-{4-[4-(2-methoxy-phenyl)-piperazin-1-yl]-butyl}-1H-indol-3-yl)-butyric acid